FC(OC1=C(C(=O)OC)C(=CC=C1)F)F methyl 2-(difluoromethoxy)-6-fluorobenzoate